COC=1C=C(C=CC1OC)/C=C/C1=NC=2N(C(N(C(C2N1C)=O)CC)=O)CC 8-[(E)-2-(3,4-dimethoxyphenyl)ethenyl]-1,3-diethyl-7-methylpurine-2,6-dione